lithium bis[pentadecyl]copper C(CCCCCCCCCCCCCC)[Cu]CCCCCCCCCCCCCCC.[Li]